methyl 5-(1,3,4-thiadiazol-2-yl)quinoline-2-carboxylate S1C(=NN=C1)C1=C2C=CC(=NC2=CC=C1)C(=O)OC